Cl.N1C(=NC2=C1C=CC=C2)[C@H](C2=C(C(=CC=C2)F)O)OC2CCN(CC2)C (S)-2-[(1H-benzimidazol-2-yl)(1-methylpiperidin-4-yloxy)methyl]-6-fluorophenol, Hydrochloride